1-(oxan-4-yl)-4-(3,3,4,4-tetramethylborolan-1-yl)-1H-pyrazole O1CCC(CC1)N1N=CC(=C1)B1CC(C(C1)(C)C)(C)C